2-chloro-9-ethyl-6-(pyrimidin-4-yl)-9H-purine ClC1=NC(=C2N=CN(C2=N1)CC)C1=NC=NC=C1